Cl.ClC1=C2CC3(CCNCC3)C(C2=CC=C1)=O 4-chlorospiro[indene-2,4'-piperidin]-1(3H)-one hydrochloride